FC=1C=CC(=NC1)CN1C(O[C@]2(C1)C[C@@](CCC2)(C)CN2C=NC1=C2C=C(C=C1)C#N)=O 1-(((5S,7S)-3-((5-fluoropyridin-2-yl)methyl)-7-methyl-2-oxo-1-oxa-3-azaspiro[4.5]decane-7-yl)methyl)-1H-benzo[d]imidazole-6-carbonitrile